C(C1=CC=CC=C1)(=O)N1C(N(C=CC1=O)C1C(N(CC1)C1=CC=C(C=C1)OCC1=CC=CC=C1)=O)=O 3-benzoyl-1-(1-(4-(benzyloxy)phenyl)-2-oxopyrrolidin-3-yl)pyrimidine-2,4(1H,3H)-dione